ClC1OC2=C(OC1)C=C(C=C2N2CCNCC2)Cl 3,7-Dichloro-5-(piperazin-1-yl)-2,3-dihydro-1,4-benzodioxine